NCC=1C=C(C=CC1)B(O)O (3-AMINOMETHYLPHENYL)BORONIC ACID